CN(CCN(C1=CC=C(C=C1)NC=1N=CC2=C(N1)N(C(C(=C2C#C)C2=C(C=CC=C2)OC)=O)C)C)C 2-((4-((2-(dimethylamino)ethyl)(methyl)amino)phenyl)amino)-5-ethynyl-6-(2-methoxyphenyl)-8-methylpyrido[2,3-d]pyrimidin-7(8H)-one